8-(2,5-difluorophenyl)-1,4-dioxa-8-azaspiro[4.5]decane FC1=C(C=C(C=C1)F)N1CCC2(OCCO2)CC1